C1(CC1)C1=NC=NC(=C1C=1C=C2C(=CN1)N(C=C2)COCC[Si](C)(C)C)OC 4-cyclopropyl-6-methoxy-5-(1-[[2-(trimethylsilyl)ethoxy]methyl]pyrrolo[2,3-c]pyridin-5-yl)pyrimidine